N-(5,6-dihydro-4H-[1,3]thiazin-2-yl)-N-(2,6-dimethyl-phenyl)-succinamic acid S1C(=NCCC1)N(C(CCC(=O)O)=O)C1=C(C=CC=C1C)C